N1(CCN(CCN(CCN(CC1)C1=CC=C(C(=O)O)C=C1)C1=CC=C(C(=O)O)C=C1)C1=CC=C(C(=O)O)C=C1)C1=CC=C(C(=O)O)C=C1 4,4',4'',4'''-(1,4,7,10-tetraazacyclododecane-1,4,7,10-tetrayl)tetrabenzoic acid